C1(CC1)N1C(N2C(C=C1C(F)(F)F)=NC(=C2)C=2N=C1N(C=CC=C1)C2S(=O)(=O)CC)=O 6-cyclopropyl-2-[3-(ethanesulfonyl)imidazo[1,2-a]pyridin-2-yl]-7-(trifluoromethyl)imidazo[1,2-c]pyrimidin-5-one